CN1OC(C2C1CC(CC2)C)(C)C 1,3,3,6-Tetramethyloctahydrobenzo[c]isoxazol